FC=1C=CC2=C(CCO2)C1 5-fluoro-2,3-dihydro-benzofuran